(S)-3-((8-((tert-Butyldimethylsilyl)oxy)quinolin-5-yl)amino)pyrrolidine-1-carboxylic acid tert-butyl ester C(C)(C)(C)OC(=O)N1C[C@H](CC1)NC1=C2C=CC=NC2=C(C=C1)O[Si](C)(C)C(C)(C)C